OC=1C=CC=C2CCC(NC12)=O 8-hydroxy-1,2,3,4-tetrahydroquinolin-2-one